C(=O)([O-])C(O)C(O)C(=O)O.S(=O)(=O)(O)O.[Cs+] cesium sulfate tartrate